COCCO[C@@H]1CC[C@H](CC1)NC1=NN2C(C=N1)=C(C=C2)C=2C=C1N=CC=NC1=CC2 N-(trans-4-(2-methoxyethoxy)cyclohexyl)-5-(quinoxalin-6-yl)pyrrolo[2,1-f][1,2,4]triazin-2-amine